CN1CCC(CC1)CNC(C1=CC(=CC=C1)CN1C(C2=CC=C(C=C2C=C1)N1CCOCC1)=O)=O N-((1-Methylpiperidin-4-yl)methyl)-3-((6-morpholino-1-oxoisoquinolin-2(1H)-yl)methyl)benzamide